4-(4,4-difluoropiperidin-1-yl)-8,14-dioxa-10,19,20-triazatetracyclo[13.5.2.12,6.018,21]tricosa-1(20),2,4,6(23),15,17,21-heptaen-9-one FC1(CCN(CC1)C=1C=C2C3=NNC4=CC=C(OCCCNC(OCC(C1)=C2)=O)C=C34)F